2-(1-(tert-Butyloxycarbonyl)-1,2,3,6-tetrahydropyridin-4-yl)pyrimidine-5-carboxylic acid methyl ester COC(=O)C=1C=NC(=NC1)C=1CCN(CC1)C(=O)OC(C)(C)C